C(C)(C)(C)OC(=O)N([C@@H](CC1=CNC=N1)C(=O)O)C(=O)OC(C)(C)C bis(tert-butoxycarbonyl)-L-histidine